C[C@H](CC(=O)O)CC (S)-3-Methylvaleric acid